N-(4,4-difluoro-6,7-dihydro-5H-pyrazolo[1,5-a]pyridin-2-yl)-3-(2-furo[3,2-b]pyridin-6-ylethynyl)-4-methyl-benzamide FC1(C=2N(CCC1)N=C(C2)NC(C2=CC(=C(C=C2)C)C#CC=2C=C1C(=NC2)C=CO1)=O)F